COC(C1=CC(=C(C=C1)F)C=1C=NN(C1OCCC[C@H](CN1C(=NC2=C1C=C(C=C2)Br)N)C)C)=O (R)-3-(5-((5-(2-Amino-6-bromo-1H-benzo[d]imidazol-1-yl)-4-methylpentyl)oxy)-1-Methyl-1H-pyrazol-4-yl)-4-fluorobenzoic acid methyl ester